[6-(3-cyclopropyl-1H-1,2,4-triazol-5-yl)-2-azaspiro[3.3]heptan-2-yl]-[4-[2-fluoro-4-(trifluoromethyl)benzyl]oxypiperidino]methanone C1(CC1)C1=NNC(=N1)C1CC2(CN(C2)C(=O)N2CCC(CC2)OCC2=C(C=C(C=C2)C(F)(F)F)F)C1